[N+](=O)([O-])C1=CC=C2CN(C(C2=C1)=O)CC1=CC=NC=C1 4-(6-Nitro-1-oxoisoindolin-2-yl)methylpyridine